C(C1=CC=CC=C1)SC1=C(C=CC(=C1)Cl)CC(C)O 1-(2-(benzylthio)-4-chlorophenyl)propan-2-ol